[Cl-].ClCC(C[N+](CC)(CC)CC)O 3-chloro-2-hydroxypropyltriethylammonium chloride